2,2-difluoroethyl difluoroMethyl ether FC(F)OCC(F)F